1-{5-[4-(Difluoromethoxy)benzenesulfonyl]-1H,2H,3H,4H,5H,6H-pyrrolo[3,4-c]pyrrol-2-yl}-2-(6-methylpyridin-3-yl)ethan-1-one FC(OC1=CC=C(C=C1)S(=O)(=O)N1CC2=C(C1)CN(C2)C(CC=2C=NC(=CC2)C)=O)F